7-[5-chloro-1-(1-cyclopropyl-1H-pyrazol-4-yl)-1H-indazol-6-yl]-7-azaspiro[3.5]nonane-2-carbonitrile ClC=1C=C2C=NN(C2=CC1N1CCC2(CC(C2)C#N)CC1)C=1C=NN(C1)C1CC1